methyl 3-acetoxypropionate C(C)(=O)OCCC(=O)OC